(oxan-2-ylmethyl)-2H-indazole-3-carboxylate O1C(CCCC1)COC(=O)C=1NN=C2C=CC=CC12